(2,6,6-trimethylcyclohex-3-en-1-yl)but-2-en-1-one CC1C(C(CC=C1)(C)C)C(C=CC)=O